tert-butyl (2S,4S)-4-((7-bromo-2,6-dichloro-3-nitroquinolin-4-yl)amino)-2-(2-(tert-butoxy)-2-oxoethyl)piperidine-1-carboxylate BrC1=C(C=C2C(=C(C(=NC2=C1)Cl)[N+](=O)[O-])N[C@@H]1C[C@H](N(CC1)C(=O)OC(C)(C)C)CC(=O)OC(C)(C)C)Cl